para-hydroxyphenyl-glycine OC1=CC=C(C=C1)NCC(=O)O